(1S,3S)-3-isothiocyanato-1-methylcyclobutyl benzoate C(C1=CC=CC=C1)(=O)OC1(CC(C1)N=C=S)C